N1C=C(C=2C1=CN=CC2)C2=CCCN(C2)C(=O)OC(C)(C)C tert-butyl 5-(1H-pyrrolo[2,3-c]pyridin-3-yl)-3,6-dihydropyridine-1(2H)-carboxylate